N=C1OC=CN1CC1=CC=CC=2NC(=NC21)NC(CO)(C)C2=CC(=CC=C2)OC(F)(F)F 2-({4-[(2-imino-2,3-dihydro-1,3-oxazol-3-yl)methyl]-1H-1,3-benzodiazol-2-yl}amino)-2-[3-(trifluoromethoxy)phenyl]propan-1-ol